(S)-4-(6-methyl-1-(1-(p-tolyl)ethyl)-1H-benzo[d]imidazol-2-yl)aniline CC=1C=CC2=C(N(C(=N2)C2=CC=C(N)C=C2)[C@@H](C)C2=CC=C(C=C2)C)C1